1-tert-butyl 2-methyl (2S)-5-oxopyrrolidine-1,2-dicarboxylate O=C1CC[C@H](N1C(=O)OC(C)(C)C)C(=O)OC